NC=1SC(=C(N1)C)C(=O)OCC ethyl 2-amino-4-methyl-1,3-thiazole-5-carboxylate